{3-[2-({[3-fluoro-1-(3-fluoro(2-pyridyl))cyclobutyl]methyl}amino)pyrimidin-5-yl]phenyl}-N-(1-methylazetidin-3-yl)carboxamide FC1CC(C1)(C1=NC=CC=C1F)CNC1=NC=C(C=N1)C=1C=C(C=CC1)C(=O)NC1CN(C1)C